NC[C@@]1([C@@H]2CCN(C[C@H]12)C1=CN=C2C(=N1)NN=C2C=2C(=C1C=CN(C(C1=CC2)=O)CCO)F)C2=C(C=CC=C2)F 6-(6-((1S,6R,7R)-7-(aminomethyl)-7-(2-fluorophenyl)-3-azabicyclo[4.1.0]heptan-3-yl)-1H-pyrazolo[3,4-b]pyrazin-3-yl)-5-fluoro-2-(2-hydroxyethyl)isoquinolin-1(2H)-one